BrC1=C(C(=CC(=C1)C(C)(C)C)I)Br 1,2-di-bromo-5-(tert-butyl)-3-iodobenzene